COC1=CC=C(C(=O)N2CC(CC2)(C2=CC(=NC=C2)OC)COC2=CC=C(C=C2)C2=CC=C(C=C2)C#N)C=C1 4'-{[1-(4-methoxybenzoyl)-3-(2-methoxypyridin-4-yl)pyrrolidin-3-yl]methoxy}-[1,1'-biphenyl]-4-carbonitrile